OC1=CC=C(C[C@@H]2C(N3C(N(O2)C(=O)OC)CN(C([C@@H]3C)=O)CCC3=CC=CC2=CC=CC=C32)=O)C=C1 (3R,6S)-methyl 3-(4-hydroxybenzyl)-6-methyl-8-(2-(naphthalen-1-yl)ethyl)-4,7-dioxohexahydropyrazino[2,1-c][1,2,4]oxadiazine-1(6H)-carboxylate